C(C)C1(NC(N(C(C1)=O)[C@H](CCOC)C1=CC(=CC=C1)C(N[C@H]1[C@@H](CC2=CC=CC=C12)O)=O)=NC(OC(C)(C)C)=O)CC tert-butyl (4,4-diethyl-1-((R)-1-(3-(((1R,2R)-2-hydroxy-2,3-dihydro-1H-inden-1-yl)carbamoyl)phenyl)-3-methoxypropyl)-6-oxotetrahydropyrimidin-2(1H)-ylidene)carbamate